2-(6-{methyl-[(1r,3r)-3-(methylamino)cyclobutyl]amino}[1,3]thiazolo[4,5-c]pyridazin-3-yl)-5-(1H-pyrazol-4-yl)phenol CN(C=1SC2=C(N=NC(=C2)C2=C(C=C(C=C2)C=2C=NNC2)O)N1)C1CC(C1)NC